C[C@]12CC[C@@]3(C[C@@H](CC3=C1CCC=1C=C(C=CC21)O)O)C (9S,13R,16S)-9,13-dimethyl-7,9,11,12,13,15,16,17-octahydro-6H-cyclopenta[a]phenanthrene-3,16-diol